CC1(OB(OC1(C)C)C#CC)C 4,4,5,5-tetramethyl-2-prop-1-ynyl-1,3,2-dioxaborolane